3-Chloro-6-(4-methylpiperazin-1-yl)pyridin-2-amine ClC=1C(=NC(=CC1)N1CCN(CC1)C)N